Tert-Butyl 4-[1-(2-{2-[2-(2-benzyloxy-ethoxy)-ethoxy]-ethoxy}-ethyl)-5,6-difluoro-1H-indole-2-carbonyl]-piperazine-1-carboxylate C(C1=CC=CC=C1)OCCOCCOCCOCCN1C(=CC2=CC(=C(C=C12)F)F)C(=O)N1CCN(CC1)C(=O)OC(C)(C)C